CC(CO)CCCCCCCCCCO 2-methyl-1,12-dodecanediol